(S)-3-(3-(2-methyl-5-((5-(trifluoromethyl)pyridin-3-yl)carbamoyl)phenyl)pyrrolidin-1-yl)-N-(oxetan-3-yl)isonicotinamide CC1=C(C=C(C=C1)C(NC=1C=NC=C(C1)C(F)(F)F)=O)[C@H]1CN(CC1)C1=C(C(=O)NC2COC2)C=CN=C1